1H-pyrazole-4-carboxylic acid N1N=CC(=C1)C(=O)O